OC1=C(C=CC(=C1)C(F)(F)F)C1=C(N=C(N=N1)N[C@H]1CN(CCC1)CCC#N)C 3-[(3R)-3-({6-[2-hydroxy-4-(Trifluoromethyl)phenyl]-5-methyl-1,2,4-triazin-3-yl}amino)piperidin-1-yl]propanenitrile